NC1=C(C=CC(=C1)C(=O)O)C1=NC=C(C(=O)O)C=C1 6-(2-amino-4-carboxyphenyl)nicotinic acid